CC1(C(C[C@](C1=O)(C#C[Si](C(C)C)(C(C)C)C(C)C)CO)=O)C (S)-(2,2-dimethyl-4-((triisopropylsilyl)ethynyl)-1,3-dioxocyclopent-4-yl)methanol